FC(C1=NOC(=N1)C=1C=C2CCC(C2=CC1)NC(C1=CC(=NC=C1)C)=O)F N-(5-(3-(difluoromethyl)-1,2,4-oxadiazol-5-yl)-2,3-dihydro-1H-inden-1-yl)-2-methylisonicotinamide